R-2-(2,4-dichlorophenoxy)propionic acid ClC1=C(O[C@@H](C(=O)O)C)C=CC(=C1)Cl